trimethoxy[3-(oxiranylmethoxy)propylsilane] CO[Si](CCCOCC1OC1)(OC)OC